bicyclo[4.2.0]octane-3,4,7,8-tetracarboxylic acid C12CC(C(CC2C(C1C(=O)O)C(=O)O)C(=O)O)C(=O)O